CN(CCNCC=1C=C2C=C(N(C2=CC1)CC)C#CC)C 3-[5-({[2-(Dimethylamino)ethyl]amino}methyl)-1-ethyl-1H-indol-2-yl]prop-2-yn